[N+](=O)([O-])C1=CC=C(C=C1)N1CCNCC1 1-(4-Nitrophenyl)piperazine